1,3-dimethyl-4-nitroaniline CC1(N)CC(=C(C=C1)[N+](=O)[O-])C